C[C@H]1C=2C=NNC2C2=C(C1)OC(=C2C(F)(F)F)C(=O)OCC |r| ethyl (±)-4-methyl-8-(trifluoromethyl)-4,5-dihydro-1H-furo[2,3-g]indazole-7-carboxylate